CN1OC(C=C1)B1OC(C(O1)(C)C)(C)C 2-methyl-5-(4,4,5,5-tetramethyl-1,3,2-dioxaborolan-2-yl)oxazoleN